1-(4-(trifluoromethyl)phenyl)imidazo[1,2-a]quinolin-5-ol FC(C1=CC=C(C=C1)C1=CN=C2N1C1=CC=CC=C1C(=C2)O)(F)F